trichlorophenyl carbonate C(OC1=C(C(=C(C=C1)Cl)Cl)Cl)([O-])=O